(1E,4E)-1,5-diphenylpentane-1,4-Dien-3-one C1(=CC=CC=C1)\C=C\C(\C=C\C1=CC=CC=C1)=O